C(C)(=O)N1C[C@@H]2C([C@@H]2C1)NC(=O)C=1C=C(C2=C(C(CO2)C2=CC=CC=C2)C1)C(=O)NC N5-((1R,5S,6s)-3-acetyl-3-azabicyclo[3.1.0]hexan-6-yl)-N7-methyl-3-phenyl-2,3-dihydrobenzofuran-5,7-dicarboxamide